CC1(CC(C2=CC=CC=C12)C)C 1,1,3-trimethylindane